N=1C=C(N2C1C=NC=C2)CN2CCC1=CC=C(C=C21)C(=O)NC2=CC(=CC(=C2)C(F)(F)F)N2C=NC(=C2)C 1-(imidazo[1,2-a]pyrazin-3-ylmethyl)-N-(3-(4-methyl-1H-imidazol-1-yl)-5-(trifluoromethyl)phenyl)indoline-6-carboxamide